FC(C=1C=C2NC(C=3N(C2=C(C1C=1C=CC=C2C(=CNC12)C)F)C(=NN3)C)(C)C)F 7-(Difluoro-methyl)-9-fluoro-1,4,4-trimethyl-8-(3-methyl-1H-indol-7-yl)-5H-[1,2,4]triazolo[4,3-a]quinoxaline